4-[(3S)-3-amino-3-methylpyrrolidin-1-yl]-N-(2-cyclopropylpropane-2-yl)-5-(3,5-difluorophenyl)pyridine-3-carboxamide N[C@@]1(CN(CC1)C1=C(C=NC=C1C1=CC(=CC(=C1)F)F)C(=O)NC(C)(C)C1CC1)C